COC1=CC=C2C(=CC=NC2=C1)N[C@H]1CN(CC1)C(=O)OC(C)(C)C tert-butyl (R)-3-((7-methoxyquinolin-4-yl)amino)pyrrolidine-1-carboxylate